FC1=CC(=C(C(=C1)C1=CC(=NC=C1)OC)NC(=O)N[S@](=O)(=N)C=1C=NN2C1OCCC2)C(C)C (R)-N-((4-fluoro-2-isopropyl-6-(2-methoxypyridin-4-yl)phenyl)carbamoyl)-6,7-dihydro-5H-pyrazolo[5,1-b][1,3]oxazine-3-sulfonimidamide